[Cl-].C(CCCCCCCCCCCCCCC)[N+](C)(C)CCCCCCCCCCCCCCCC di-cetyl-dimethyl-ammonium chloride